[Cl-].[Cl-].ClC(C1=CC=C(C=C1)C(=[Zr+2](C1=C(C(=CC=2C3=CC(=C(C=C3CC12)C)C(C)(C)C)C(C)(C)C)C)C1C=CC=C1)C1=CC=C(C=C1)C(Cl)(Cl)Cl)(Cl)Cl di-(p-trichloromethyl-phenyl)methylene(cyclopentadienyl)(2,7-dimethyl-3,6-di-tert-butylfluorenyl)zirconium dichloride